FC1(CCC2(C(N(C(N2)=O)CC(=O)C2=CC=C(C=C2)C=2N=NC=CC2C)=O)CC1)F 8,8-difluoro-3-(2-(4-(4-methylpyridazin-3-yl)phenyl)-2-oxoethyl)-1,3-diazaspiro[4.5]decane-2,4-dione